C(C1=CC=CC=C1)N(CCC(CC(CN)C)(C)C)CC1=CC=CC=C1 dibenzyl-2,4,4-trimethylhexamethylenediamine